FC1=C(C=CC(=C1)F)N1N=C(C(=CC1=O)O)C(=O)OC methyl 1-(2,4-difluorophenyl)-4-hydroxy-6-oxo-pyridazine-3-carboxylate